CC1=C(C(NC(=C1)C)=O)CNC(=O)C=1C(=C(N2C=CC=C2C1)C(C)OCC1=NC=CC=C1)C N-((4,6-dimethyl-2-oxo-1,2-dihydropyridin-3-yl)methyl)-6-methyl-5-(1-(pyridin-2-ylmethoxy)ethyl)indolizine-7-carboxamide